1,4-bis[(2-phenylethyl)amino]anthraquinone C1(=CC=CC=C1)CCNC1=CC=C(C=2C(C3=CC=CC=C3C(C12)=O)=O)NCCC1=CC=CC=C1